3-methoxy-2-methylphenol COC=1C(=C(C=CC1)O)C